2-[Bis(2-hydroxyethyl)amino]-2-(hydroxymethyl)propane-1,3-diol OCCN(C(CO)(CO)CO)CCO